methyl 1-(cyanomethyl)-3,3-difluoro-cyclopentanecarboxylate C(#N)CC1(CC(CC1)(F)F)C(=O)OC